(Z)-1,1,1,2,2,4,5,5,6,6,7,7,7-tridecafluorohept-3-ene FC(C(\C=C(\C(C(C(F)(F)F)(F)F)(F)F)/F)(F)F)(F)F